piperazine-2-one N1C(CNCC1)=O